C=1(C(=CC=CC1)S)S 1,2-benzenedithiol